1-[4-(p-{(1R)-Dispiro[cyclohexane-1,3'-[1,2,4]trioxolane-5',2''-tricyclo[3.3.1.13,7]decan]-3-yl}phenoxy)-1-piperidyl]-2-methyl-2-propanol C12C3(C4CC(CC(C1)C4)C2)O[C@]2(OO3)CC(CCC2)C2=CC=C(OC3CCN(CC3)CC(C)(O)C)C=C2